octyl p-N,N-dimethylaminobenzoate CN(C)C1=CC=C(C(=O)OCCCCCCCC)C=C1